C1NCC12CCN(CC2)C2=CC=NC=C2 4-(2,7-diazaspiro[3.5]non-7-yl)pyridin